6,6,9-Trimethyl-3-(5,5,5-trideuteriopentyl)-6a,7,8,10a-tetrahydrobenzo[c]chromen-1-ol CC1(OC=2C=C(C=C(C2C2C1CCC(=C2)C)O)CCCCC([2H])([2H])[2H])C